N-(6-(2H-1,2,3-triazol-2-yl)-5-(trifluoromethyl)pyridin-3-yl)-2-methyl-4-(1-oxoisoindolin-5-yl)benzamide N=1N(N=CC1)C1=C(C=C(C=N1)NC(C1=C(C=C(C=C1)C=1C=C2CNC(C2=CC1)=O)C)=O)C(F)(F)F